(3-chloro-4-(trifluoromethyl)phenyl)(4-(5-(2-morpholinoethylamino)isoxazol-3-yl)piperidin-1-yl)methanone ClC=1C=C(C=CC1C(F)(F)F)C(=O)N1CCC(CC1)C1=NOC(=C1)NCCN1CCOCC1